FC1=C2C(NC(=NC2=CC(=C1)NCCN1CCOCC1)CSC1CCNCC1)=O 5-Fluoro-7-((2-morpholinoethyl)amino)-2-((piperidin-4-ylthio)methyl)quinazolin-4(3H)-one